(6S,9R)-N-(4-bromo-5-chloro-2-fluorophenyl)-3-oxo-3,5,6,7,8,9-hexahydro-2H-6,9-epiminocyclohepta[c]pyridazine-10-carboxamide BrC1=CC(=C(C=C1Cl)NC(=O)N1[C@@H]2CC=3C(=NNC(C3)=O)[C@H]1CC2)F